CC1=C(C(=O)N(N1C)C2=CC=CC=C2)CNCS(=O)(=O)[O-].CC1=C(C(=O)N(N1C)C2=CC=CC=C2)CNCS(=O)(=O)[O-].[Mg+2] dipyrone magnesium salt